CNC1CCCC2=C1C(=NO2)C=2C=NN(C2)C N-methyl-3-(1-methyl-1H-pyrazol-4-yl)-4,5,6,7-tetrahydrobenzo[d]isoxazol-4-amine